dihydroxy-6-methyloxan OC1(OC(CCC1)C)O